C(C(C)(C)C)N(CC1=CC=CC=C1)CC1=CC=CC=C1 N-neopentyl-dibenzylamine